P(=O)([O-])([O-])[O-].P(=O)([O-])([O-])[O-].[Ca+2].[Ca+2].[Ca+2] tricalcium bis(orthophosphate)